methyl 6-amino-4-(5-((tert-Butoxycarbonyl) amino)-1-(difluoromethyl)-1H-pyrazol-4-yl)-7-(3-methoxy-2,6-dimethylphenyl)-2-methyl-7H-pyrrolo[2,3-d]pyrimidine-5-carboxylate NC1=C(C2=C(N=C(N=C2C=2C=NN(C2NC(=O)OC(C)(C)C)C(F)F)C)N1C1=C(C(=CC=C1C)OC)C)C(=O)OC